1-(2-((tert-butyldimethylsilyloxy)ethoxy)cyclopropyl)-N-methyl-methylamine [Si](C)(C)(C(C)(C)C)OCCOC1C(C1)CNC